C(#N)C=1N(C(=C(N1)C)C(=O)NC=1C=C2C(=NNC2=CC1)C1=CC=CC=C1)C 2-Cyano-1,4-dimethyl-N-(3-phenyl-1H-indazol-5-yl)-1H-imidazole-5-carboxamide